N1=CC(=CC=C1)C=1OC2=C3C(=CC=C2C(C1)=O)C=CC=C3 2-Pyridin-3-yl-benzo[h]chromen-4-one